(R)-7-(methylamino)-5,6,7,8-tetrahydroimidazo[1,2-a]pyridine CN[C@H]1CC=2N(CC1)C=CN2